ClC1=C(C=CC(=C1)C(F)(F)F)C1=C2C(=C(N=N1)N[C@H]1CN(CCC1)C)C=NC=C2 1-[2-chloro-4-(trifluoromethyl)phenyl]-N-[(3R)-1-methylpiperidin-3-yl]pyrido[3,4-d]pyridazin-4-amine